BrCC1=CC=C2N=C(C(NC2=C1)=O)CC 7-(bromomethyl)-3-ethylquinoxalin-2(1H)-one